trans-4-[(3-benzyloxycyclobutyl)-difluoro-methyl]-2,6-dichloro-pyridine C(C1=CC=CC=C1)O[C@@H]1C[C@H](C1)C(C1=CC(=NC(=C1)Cl)Cl)(F)F